OC1=C(C2=CC=CC=C2C=C1)CN1N=CC(=C1O)C1=CC=CC=C1 ((2-Hydroxynaphthalen-1-yl)methyl)-4-phenyl-1H-pyrazol-5-ol